7-Chloro-5-fluoro-3-methyl-2-phenyl-1-tosyl-1H-indole ClC=1C=C(C=C2C(=C(N(C12)S(=O)(=O)C1=CC=C(C)C=C1)C1=CC=CC=C1)C)F